4-(cyclobutyl-amino)-2-(methylsulfinyl)-pyrimidine-5-carbonitrile C1(CCC1)NC1=NC(=NC=C1C#N)S(=O)C